CO[Si](CCCSSSCCC[Si](OC)(OC)OC)(OC)OC bis[3-(trimethoxysilyl) propyl] trisulfide